N-(3-(1-isopropyl-1H-benzo[d]imidazol-6-yl)-1H-pyrazol-5-yl)-4-((1-methylpiperidin-4-yl)amino)benzamide C(C)(C)N1C=NC2=C1C=C(C=C2)C2=NNC(=C2)NC(C2=CC=C(C=C2)NC2CCN(CC2)C)=O